ClC=1C=NC(=NC1)C1C2CN(C(C1)C2)C(=O)OC(C)(C)C tert-butyl 5-(5-chloropyrimidin-2-yl)-2-azabicyclo[2.2.1]Heptane-2-carboxylate